FC=1C(=CC=2C3=C(NC(C2C1)=O)COC[C@@H]3N(C(=O)C=3NC1=CC(=CC=C1C3)F)C)F (R)-N-(8,9-difluoro-6-oxo-1,4,5,6-tetrahydro-2H-pyrano[3,4-c]isoquinolin-1-yl)-6-fluoro-N-methyl-1H-indole-2-carboxamide